2,4-dihydroxyphenyl methyl ketone CC(=O)C1=C(C=C(C=C1)O)O